ClC1=CC=C(OC2=NC=CC=C2C(=O)N2CCOC3(C2)C=C(C(C(C3)(C)C)=O)C#N)C=C1 4-[2-(4-chlorophenoxy)pyridine-3-carbonyl]-10,10-dimethyl-9-oxo-1-oxa-4-azaspiro[5.5]undec-7-ene-8-carbonitrile